N-((E)-N'-((Z)-((S)-3-(4-chlorophenyl)-4-(1,1-dihydroxythiophen-2-yl)-4,5-dihydro-1H-pyrazol-1-yl)(((4-(trifluoromethyl)phenyl)sulfonyl)imino)methyl)carbamoyl)acetamide ClC1=CC=C(C=C1)C1=NN(C[C@@H]1C=1S(C=CC1)(O)O)\C(\NC(=O)NC(C)=O)=N/S(=O)(=O)C1=CC=C(C=C1)C(F)(F)F